C1(CC1)C1=CC(=CC=2N(C(=NC21)C2=C(C=C(C=C2)N2C[C@H](CC2)C(=O)N)F)C)C(=O)N2[C@@H](C1=CC=CC=C1CC2)C (3S)-1-(4-{4-Cyclopropyl-1-methyl-6-[(1R)-1-methyl-1,2,3,4-tetrahydroisoquinoline-2-carbonyl]-1H-1,3-benzodiazol-2-yl}-3-fluorophenyl)pyrrolidine-3-carboxamide